(1R,2R)-2-(6-(2,4-dimethoxypyrimidin-5-yl)-3-fluoroimidazo[1,2-b]pyridazin-8-yl)-1-(2,2,2-trifluoroethyl)-1H-pyrazolo[4,3-c]pyridine COC1=NC=C(C(=N1)OC)C=1C=C(C=2N(N1)C(=CN2)F)N2N(C1=C(C=NC=C1)C2)CC(F)(F)F